[Si](C)(C)(C(C)(C)C)OOCC=1C=C(C=CC1OC(F)(F)F)CO (3-(((tert-butyldimethylsilyloxy)oxy)methyl)-4-(trifluoromethoxy)phenyl)methanol